FC1=C2C(=NC=3N(C2=CC=C1)C(=NN3)C)C3NC1=C(COC3)C(=CC=C1)C#CC(C(F)(F)F)(C)C (6-fluoro-1-methyl-[1,2,4]triazolo[4,3-a]quinazolin-5-yl)-6-(4,4,4-trifluoro-3,3-dimethyl-but-1-ynyl)-3,5-dihydro-2H-4,1-benzoxazepine